C(C)(C)(C)NS(=O)(=O)C1=NC(=CC=C1N[C@H](C)C=1C=C(C=C2C(C=C(OC12)C=1C=NN(C1)C)=O)C)Cl N-tert-Butyl-6-chloro-3-[[(1R)-1-[6-methyl-2-(1-methylpyrazol-4-yl)-4-oxo-chromen-8-yl]-ethyl]amino]pyridine-2-sulfonamide